6-Chloro-2-cyclopentyl-4-(4-fluorophenyl)-1-oxo-1,2-dihydroisoquinoline-3-carboxylic Acid ClC=1C=C2C(=C(N(C(C2=CC1)=O)C1CCCC1)C(=O)O)C1=CC=C(C=C1)F